C(C=C)(=O)N1C[C@@H](N(C[C@H]1C)C1=NC(N2C3=C(C(=CC=C13)C1=CC(=C(C=C1)F)Cl)OCC2)=O)C 7-((2S,5R)-4-acryloyl-2,5-dimethylpiperazin-1-yl)-10-(3-chloro-4-fluorophenyl)-2H-[1,4]oxazino[2,3,4-ij]quinazolin-5(3H)-one